C(C)N(C=1SC2=C(N1)C=CC1=CC=CC=C12)C1=CC=CC=C1 N-ethyl-N-phenylnaphtho[2,1-d]thiazol-2-amine